2-{1-[3-(2-hydroxyphenyl)cinnolin-6-yl]-1,2,3-triazol-4-yl}-3-methylbutanoic acid methyl ester COC(C(C(C)C)C=1N=NN(C1)C=1C=C2C=C(N=NC2=CC1)C1=C(C=CC=C1)O)=O